(2-methylazetidin-2-yl)methanol CC1(NCC1)CO